methyl-5,6-dihydroxyindole-2-carboxylic acid CC1=C(NC2=CC(=C(C=C12)O)O)C(=O)O